S1C(=NC2=C1C=CC=C2)NC2=C(C=C(N=N2)NC=2SC=C(N2)C(=O)OCC)C ethyl 2-({6-[(1,3-benzothiazol-2-yl) amino]-5-methylpyridazin-3-yl} amino)-1,3-thiazole-4-carboxylate